2-([2,2'-Bipyridine]-6-carboxamido)thiazole-5-carboxylic acid ethyl ester C(C)OC(=O)C1=CN=C(S1)NC(=O)C1=CC=CC(=N1)C1=NC=CC=C1